2-[[1-methyl-5-(trifluoromethyl)pyrazol-3-yl]methyl]-2,6-diazaspiro[3.3]heptane CN1N=C(C=C1C(F)(F)F)CN1CC2(C1)CNC2